CN(CCN1N=CC(=C1)CN(CCCCCCCCC(=O)OC\C=C/CCCCCC)CCCCCCCCC(=O)OC\C=C/CCCCCC)C di((Z)-non-2-en-1-yl) 9,9'-(((1-(2-(dimethylamino)ethyl)-1H-pyrazol-4-yl)methyl)azanediyl)dinonanoate